OC=1C2=C(C=3C(CN(C3C1)C(=O)OC(C)(C)C)C)C=CC=C2 tert-butyl 5-hydroxy-1-methyl-1,2-dihydro-3H-benzo[e]indole-3-carboxylate